3-fluoro-N-[8-fluoro-2-methylimidazo[1,2-a]pyridin-6-yl]-5-[(2S,4R)-2-methylpiperidin-4-yl]thiophene-2-carboxamide FC1=C(SC(=C1)[C@H]1C[C@@H](NCC1)C)C(=O)NC=1C=C(C=2N(C1)C=C(N2)C)F